7-[(3R,4R)-3,4-dihydroxypyrrolidin-1-yl]-6-fluoro-4-oxo-N-[(2S)-1,1,1-trifluorobut-2-yl]-1-(2,4,6-trifluorophenyl)-1,4-dihydro-1,8-naphthyridine-3-carboxamide O[C@@H]1CN(C[C@H]1O)C1=C(C=C2C(C(=CN(C2=N1)C1=C(C=C(C=C1F)F)F)C(=O)N[C@H](C(F)(F)F)CC)=O)F